ClC1=CC(=C(CNC2=CC=C3CCN(CC3=C2)C(=O)OC(C)(C)C)C=C1)F tert-butyl 7-((4-chloro-2-fluorobenzyl) amino)-3,4-dihydroisoquinoline-2(1H)-carboxylate